BrCC1=CC=C(C=C1)C1=NC=C(C#N)C=C1 6-(4-(bromomethyl)phenyl)nicotinonitrile